6,7-Dimethoxy-1-[2-(2,3,4-trimethoxy-phenyl)-vinyl]-3,4-dihydro-isoquinoline COC=1C=C2CCN=C(C2=CC1OC)C=CC1=C(C(=C(C=C1)OC)OC)OC